C(C)(C)(C)OC(N(C)C(C)(C)C1=CC(=CC=C1)N1N=C(C=C1)N)=O.N1=CC=C2N1C=C(C=C2)C=2N=CN(C2)CCCN2CCOCC2 4-(3-(4-(pyrazolo[1,5-a]pyridin-6-yl)-1H-imidazol-1-yl)propyl)morpholine tert-butyl-N-[1-[3-(3-aminopyrazol-1-yl)phenyl]-1-methyl-ethyl]-N-methyl-carbamate